CC(C[NH3+])C 2-methyl-propyl-ammonium